ClC1=C(C(=CC=C1)Cl)S(=O)(=O)N1CCN(CC1)C1=C(C(=O)O)C=CC=C1 [4-(2,6-dichlorobenzenesulfonyl)-1-piperazinyl]Benzoic acid